BrC1=NN(C(=C1)C(=O)N(C)C1=C(C=C(C=C1C(NC1CC1)=O)Cl)Br)C1=NC=CC=C1Cl 3-bromo-1-(3-chloropyridin-2-yl)-N-(2-bromo-4-chloro-6-(cyclopropylcarbamoyl)phenyl)-N-methyl-1H-pyrazole-5-carboxamide